FC=1C=C(CN=C=O)C=CC1F 3,4-difluoro-benzyl isocyanate